C(C=C)(=O)NC=1C=C(C=CC1C)C1=C(NC2=NC=C(C=C21)C(=O)NCC2CCN(CC2)C)C2=CC=C(C=C2)N2CCN(CC2)C 3-(3-acrylamido-4-methylphenyl)-2-(4-(4-methylpiperazin-1-yl)phenyl)-N-((1-methylpiperidin-4-yl)methyl)-1H-pyrrolo[2,3-b]pyridine-5-carboxamide